N'-Methoxyethyl-pseudouridine COCCN1C(NC=C([C@H]2[C@H](O)[C@H](O)[C@@H](CO)O2)C1=O)=O